C(C)(C)(C)OC(=O)N1C[C@@H]([C@H](C1)OC1=NC=CC=C1)NC(=O)C1=C(C(=O)O)C=CC=C1 2-(((3S,4S)-1-(tert-Butoxycarbonyl)-4-(pyridin-2-yloxy)pyrrolidin-3-yl)carbamoyl)benzoic acid